C1(=CC=CC2=CC=CC=C12)NC(=O)C1=CC=C(CN2C[C@@H](CC2)C(=O)NCCCNC=2C3=CC=CC=C3N=C3CCCCC23)C=C1 (R)-1-(4-(naphthalen-1-ylcarbamoyl)benzyl)-N-(3-((1,2,3,4-tetrahydroacridin-9-yl)amino)propyl)pyrrolidine-3-carboxamide